(2,2,6,6-tetramethylpiperidinium) magnesium [Mg+2].CC1([NH2+]C(CCC1)(C)C)C